methyl butynedicarboxylate C(C#CC)(C(=O)OC)C(=O)[O-]